4-{[cis-4-(dimethylamino)cyclohexyl]amino}-2-[(6-methoxy-2-methyl-1,2,3,4-tetrahydroisoquinolin-7-yl)amino]pyrimidine-5-carboxamide CN([C@H]1CC[C@H](CC1)NC1=NC(=NC=C1C(=O)N)NC1=C(C=C2CCN(CC2=C1)C)OC)C